C(C)(C)(C)N1N=CC(=C1)NC1=NC=C(C(=N1)NCC=C(C)C)C(=O)N 2-((1-(tert-butyl)-1H-pyrazol-4-yl)amino)-4-((3-methylbut-2-en-1-yl)amino)pyrimidin-5-carboxamide